Cl.NCCOCC(=O)OCC=O 2-oxoethyl 2-(2-aminoethoxy)acetate hydrochloride